N-(4-Cyclopropylpyridin-2-yl)-5-methylfuran-2-carboxamide C1(CC1)C1=CC(=NC=C1)NC(=O)C=1OC(=CC1)C